C(C)OC1=NC(=NC=C1C(=O)NC1=CC2=CN(N=C2C(=C1)F)C)S(=O)C 4-ethoxy-N-(7-fluoro-2-methyl-2H-indazol-5-yl)-2-(methylsulfinyl)-pyrimidine-5-carboxamide